C(C=C)(=O)N1C[C@H](CCC1)CNC1=C2C(=NC=C1C(=O)N)NC=C2 (R)-4-(((1-Acryloylpiperidin-3-yl)methyl)amino)-1H-pyrrolo[2,3-b]pyridine-5-carboxamide